2-bromo-5-(2-(5-chloro-2-methylphenyl)-2H-tetrazol-5-yl)thiazole BrC=1SC(=CN1)C=1N=NN(N1)C1=C(C=CC(=C1)Cl)C